2-Methylpropyl N-{(1S)-1-cyclohexyl-2-oxo-2-[(2-oxospiro[1H-indole-3,4'-oxane]-6-yl)amino]ethyl}carbamate C1(CCCCC1)[C@@H](C(NC1=CC=C2C(=C1)NC(C21CCOCC1)=O)=O)NC(OCC(C)C)=O